The molecule is a triterpene glycoside with strong antifungal activity against Aspergillus fumigatus and Candida albicans. It is isolated from natural Chaetomium sp.no.217. It has a role as an antimicrobial agent, an antifungal agent and a Chaetomium metabolite. It is a triterpenoid saponin, a monocarboxylic acid, an acetate ester and a monosaccharide derivative. It derives from a beta-D-glucose. C[C@H](C(C)C)[C@]1(CC[C@@]2(C3=C(CC[C@]2([C@@H]1C(=O)O)C)[C@]4(C[C@H]([C@@H](C([C@@H]4CC3)(C)C)O[C@H]5[C@@H]([C@H]([C@@H]([C@H](O5)CO)O)O)O)OC(=O)C)C)C)C